N1C(=CC2=CC=CC=C12)C(=O)N1CC=2N(CC1)N=CC2S(=O)(=O)NC 5-(1H-indole-2-carbonyl)-N-methyl-4H,5H,6H,7H-pyrazolo[1,5-a]pyrazine-3-sulfonamide